C(C)(C)(C)OC(=O)N1[C@H](CN([C@@H](C1)C)C(C1=CC=C(C=C1)F)C1=C(C=C(C=C1)F)OC)C (2S,5R)-4-((4-fluoro-2-methoxyphenyl)(4-fluorophenyl)methyl)-2,5-dimethylpiperazine-1-carboxylic acid tert-butyl ester